C/C=C/C1=CC2=C(C=C1)OC(=C2C)C3=CC=C(C=C3)O The molecule is a member of the class of benzofurans that is 1-benzofuran substituted by a 4-hydroxyphenyl group at position 2, a methyl group at position 3 and a prop-1-en-1-yl group at position 5. It is a lignan derivative isolated from the roots of Krameria lappacea. It has a role as an anti-inflammatory agent, a cyclooxygenase 1 inhibitor, a cyclooxygenase 2 inhibitor, a NF-kappaB inhibitor and a plant metabolite. It is a member of benzofurans and a member of phenols.